4-(8-(5-cyclopropyl-2-ethoxy-4-(methylsulfonyl)benzyl)-2-oxo-1,3,8-triazaspiro[4.5]decan-3-yl)benzenesulfonamide C1(CC1)C=1C(=CC(=C(CN2CCC3(CN(C(N3)=O)C3=CC=C(C=C3)S(=O)(=O)N)CC2)C1)OCC)S(=O)(=O)C